The molecule is an organic tricyclic compound that is 1,3,4,5-tetrahydrobenzo[cd]indole which is substituted at position 4 by a methylamino group and at position 5 by a 3-hydroxy-2-methylprop-1-en-1-yl group (the 4R,5R,E diastereoisomer). It is a precursor of the tetracyclic ergolines agroclavine, elymoclavine and lysergic acid amide. It is an ergot alkaloid, a benzoindole, a secondary amino compound, a primary alcohol and an organic tricyclic compound. It is a conjugate base of a chanoclavine-I(1+). C/C(=C\\[C@H]1[C@@H](CC2=CNC3=CC=CC1=C23)NC)/CO